NC=1C(=NC(=CC1OC)C1=CC(=CC=C1)C1=NOC(=C1)[C@]1(C(N(CC1)C)=O)O)C(=O)N (R)-3-amino-6-(3-(5-(3-hydroxy-1-methyl-2-oxopyrrolidin-3-yl)isoxazol-3-yl)phenyl)-4-methoxypicolinamide